ClC1=C(C=CC(=C1)C[C@@H](CN1CC2(CS(C2)(=O)=O)CC1)C)C1CCC(CC1)=O (S)-4-(2-chloro-4-(3-(2,2-dioxo-2-thia-6-azaspiro[3.4]octan-6-yl)-2-methylpropyl)phenyl)cyclohexan-1-one